N[C@H]1[C@@H](C[C@H]2C[C@H]2C1)C1=C(C2=NC(=CC(=C2S1)NCC=1SC=CC1)Cl)Br 2-((1r,3r,4r,6s)-4-aminobicyclo[4.1.0]hept-3-yl)-3-bromo-5-chloro-N-(thiophen-2-ylmethyl)thieno[3,2-b]pyridin-7-amine